C[Si](CCOCN1N=CC=2C=NC=C(C21)N)(C)C 1-((2-(trimethylsilyl)ethoxy)methyl)-1H-pyrazolo[4,3-c]pyridin-7-amine